BrC=1C(=C(C=CC1F)O)CNC(C([2H])([2H])[2H])([2H])[2H] 3-bromo-2-(((ethyl-d5)amino)methyl)-4-fluorophenol